(2R,3S,4R,5R)-5-cyano-5-(4-((S)-2,3-dimethylbutanamido)pyrrolo[2,1-f][1,2,4]triazin-7-yl)-4-hydroxy-2-((2-phenylacetoxy)methyl)tetrahydrofuran-3-yl (S)-2-amino-3,3-dimethylbutanoate N[C@H](C(=O)O[C@@H]1[C@H](O[C@]([C@@H]1O)(C1=CC=C2C(=NC=NN21)NC([C@H](C(C)C)C)=O)C#N)COC(CC2=CC=CC=C2)=O)C(C)(C)C